CC(CCOC=1C=C(C=C(C1)F)C1=C(N=C(S1)NS(=O)(=O)C1=C(C=CC=C1)F)C1=C(C=CC=C1C)C)(C)C N-[5-[3-(3,3-dimethylbutoxy)-5-fluoro-phenyl]-4-(2,6-dimethylphenyl)thiazol-2-yl]-2-fluoro-benzenesulfonamide